(2S)-3-[5-chloro-2-(cyclopropylmethoxy)pyridin-3-yl]-2-{[(9H-fluoren-9-ylmethoxy)carbonyl]amino}propanoic acid ClC=1C=C(C(=NC1)OCC1CC1)C[C@@H](C(=O)O)NC(=O)OCC1C2=CC=CC=C2C=2C=CC=CC12